ClC=1C(=NNC1)[C@@H]1[C@@H](N(CCC1)C(=O)OC)CO[C@@H]1CC[C@@H](CC1)C1=CC=C(C=C1)Cl Methyl cis-3-(4-chloro-1H-pyrazol-3-yl)-2-((((CIS)-4-(4-chlorophenyl)cyclohexyl)oxy) methyl)piperidine-1-carboxylate